5-(2,2-difluorovinyl)-2-methoxypyridine FC(=CC=1C=CC(=NC1)OC)F